CN1NC(C2=CC=CC(=C2C1)[N+](=O)[O-])=O 3-methyl-5-nitro-3,4-dihydrophthalazin-1(2H)-one